CN1CCC2(CC1)CCNCC2 3-Methyl-3,9-diazaspiro[5.5]undecane